5-((1S,3R)-2-(3-((tert-butyldiphenylsilyl)oxy)-2,2-difluoropropyl)-3-methyl-2,3,4,9-tetrahydro-1H-pyrido[3,4-b]indol-1-yl)-2-(((2R,3R)-2-methylpyrrolidin-3-yl)oxy)thiazole [Si](C1=CC=CC=C1)(C1=CC=CC=C1)(C(C)(C)C)OCC(CN1[C@@H](C=2NC3=CC=CC=C3C2C[C@H]1C)C1=CN=C(S1)O[C@H]1[C@H](NCC1)C)(F)F